FC1=C(C=CC(=C1)F)N1CC(N(C2(CN(C2)C(=O)OC(C)(C)C)C1=O)CC1=CC=C(C=C1)C(F)(F)F)=O tert-butyl 8-(2,4-difluorophenyl)-6,9-dioxo-5-(4-(trifluoromethyl)benzyl)-2,5,8-triazaspiro[3.5]nonane-2-carboxylate